(2S,3S)-ethyl 3-((2-(2-chloro-5-trityl-5H-pyrrolo[2,3-b]pyrazin-7-yl)-6-(5-cyclopropylthiophen-2-yl)-5-fluoropyrimidin-4-yl)amino)bicyclo[2.2.2]octane-2-carboxylate ClC=1N=C2C(=NC1)N(C=C2C2=NC(=C(C(=N2)N[C@@H]2[C@H](C1CCC2CC1)C(=O)OCC)F)C=1SC(=CC1)C1CC1)C(C1=CC=CC=C1)(C1=CC=CC=C1)C1=CC=CC=C1